C(=C)C1=CC=CC(=N1)C=O 6-Vinylpyridine-2-carboxaldehyde